2-([1,2,4]triazolo[1,5-a]pyridin-6-yl)-N-(4-(3-(pyridin-2-yl)-1H-pyrrolo[3,2-b]pyridin-2-yl)pyridin-2-yl)acetamide N=1C=NN2C1C=CC(=C2)CC(=O)NC2=NC=CC(=C2)C2=C(C1=NC=CC=C1N2)C2=NC=CC=C2